FC1=CC=C(C=C1)C=1[Se]C(=CC1)C1=CC=C(C=C1)F 2,5-bis(4-fluorophenyl)selenophene